acryl-lysine 2-(N-hexyldecylamino)-2'-O-methyladenosine-3'-phosphate P(=O)(O)(O)O[C@H]1[C@H]([C@@H](O[C@@H]1CO)N1C=NC=2C(N)=NC(=NC12)N(CCCCCC)CCCCCCCCCC)OC.C(=O)(C=C)N[C@@H](CCCCN)C(=O)O